[Ir+3].C(C1=CC=CC=C1)C1=C(C=CC=C1)P([O-])([O-])([O-])C1=CC=CC=C1.FC(C1NNC(C1)C1=NC=CC=C1)(F)F.FC(C1NNC(C1)C1=NC=CC=C1)(F)F bis(3-trifluoromethyl-5-(2-pyridinyl)pyrazolidine) (benzyl diphenyl phosphite) iridium (III)